C1(CC1)C1=CC(=NN1C(=O)OC(C)(C)C)NC(C(C)C1=NN(C=C1)C1=CC(=CC(=C1)F)F)=O tert-butyl 5-cyclopropyl-3-{2-[1-(3,5-difluorophenyl)pyrazol-3-yl]propanamido}pyrazole-1-carboxylate